8-(1-(9,9-diethyl-3-methyl-9H-fluoren-2-yl)-1H-benzo[d]imidazol-2-yl)-2-(phenylmethyl-d2)benzofuro[2,3-b]pyridine C(C)C1(C2=CC=CC=C2C=2C=C(C(=CC12)N1C(=NC2=C1C=CC=C2)C2=CC=CC1=C2OC2=NC(=CC=C21)C([2H])([2H])C2=CC=CC=C2)C)CC